N-(2-((S)-3-(1-(1-((R)-1-(2,4-dichlorophenyl)ethyl)-3-(trifluoromethyl)-1H-pyrazolo[3,4-b]pyrazin-6-yl)azetidin-3-yl)piperidin-1-yl)ethyl)propane-2-sulfonamide ClC1=C(C=CC(=C1)Cl)[C@@H](C)N1N=C(C=2C1=NC(=CN2)N2CC(C2)[C@H]2CN(CCC2)CCNS(=O)(=O)C(C)C)C(F)(F)F